3-(2-amino-5-(bis(4-methoxybenzyl)amino)-8-(pyrimidin-4-yl)-[1,2,4]triazolo[1,5-c]pyrimidin-7-yl)benzonitrile NC1=NN2C(=NC(=C(C2=N1)C1=NC=NC=C1)C=1C=C(C#N)C=CC1)N(CC1=CC=C(C=C1)OC)CC1=CC=C(C=C1)OC